phenyl-sulfonyl-acetone C1(=CC=CC=C1)S(=O)(=O)CC(C)=O